C(C(C)C)(=O)OC[C@H]1O[C@@]([C@@H]2OC(O[C@@H]21)(C)C)(C#N)C2=CC(=C1C(=NC=NN12)N)[2H] ((3aR,4R,6R,6aR)-6-(4-aminopyrrolo[2,1-f][1,2,4]triazin-7-yl-5-d)-6-cyano-2,2-dimethyltetrahydrofuro[3,4-d][1,3]dioxol-4-yl)methyl isobutyrate